ClC1=CC=C2C(=N1)CN(C2)C(C)=O 1-(2-chloro-5,7-dihydropyrrolo[3,4-b]pyridin-6-yl)ethanone